2-(4-diphenylphosphinoylphenyl)-1,4,5-triphenyl-1H-imidazole C1(=CC=CC=C1)P(=O)(C1=CC=C(C=C1)C=1N(C(=C(N1)C1=CC=CC=C1)C1=CC=CC=C1)C1=CC=CC=C1)C1=CC=CC=C1